COC(=O)C1=CC=C2CN(C(=NC2=C1)NCC1=NC=C(C(=C1C)OC)C)CC=1OC=CC1 3-(furan-2-ylmethyl)-2-(((4-methoxy-3,5-dimethylpyridin-2-yl)methyl)amino)-3,4-dihydroquinazoline-7-carboxylic acid methyl ester